C(C)(C)(C)[SiH](C1=CC=C(C=C1)C(=C)C1=CC=CC=C1)C(C)(C)C di-tert-butyl-[4-(1-phenylvinyl)phenyl]silane